((5-(4-methoxyphenyl)thiophen-2-yl)methyl)quinoxaline-2-carboxamide COC1=CC=C(C=C1)C1=CC=C(S1)CC=1C(=NC2=CC=CC=C2N1)C(=O)N